N[C@@H](C)C(=O)C(O)C(=O)[C@@H](O)[C@H](O)[C@H](O)CO 1-L-alanyl-fructose